COC=1C=CC2=CN(N=C2C1)C 6-methoxy-2-methyl-2H-indazole